2-((1-(tert-butoxycarbonyl)piperidin-4-yl)(methyl)amino)-4-methoxypyrimidine-5-carboxylic acid C(C)(C)(C)OC(=O)N1CCC(CC1)N(C1=NC=C(C(=N1)OC)C(=O)O)C